1-(2-(2-methoxyphenyl)-2-((tetrahydro-2H-pyran-4-yl)oxy)ethyl)-5-methyl-3-(7-methylimidazo[1,2-a]pyridin-8-yl)-6-(oxazol-2-yl)thieno[2,3-d]pyrimidine-2,4(1H,3H)-dione COC1=C(C=CC=C1)C(CN1C(N(C(C2=C1SC(=C2C)C=2OC=CN2)=O)C=2C=1N(C=CC2C)C=CN1)=O)OC1CCOCC1